4-Azaphenanthren-5-ol C1=CC=NC2=C3C(=CC=CC3=CC=C12)O